C1(=C(C(=CC=C1)C)C)C(=O)OC methyl xylate